NC(C(C(CCCCNC(OCC1=CC=CC=C1)=O)NC(=O)[C@H]1N(C[C@H](C1)N1N=NC=C1C(C)(C)O)C([C@@H](CC1CCCCC1)NC(C1=C(C=CC=C1)C#N)=O)=O)=O)=O Benzyl (7-amino-5-((2S,4S)-1-((R)-2-(2-cyanobenzamido)-3-cyclohexylpropanoyl)-4-(5-(2-hydroxypropan-2-yl)-1H-1,2,3-triazol-1-yl)pyrrolidin-2-carboxamido)-6,7-dioxoheptyl)carbamat